(3-methoxy-1-methyl-1H-pyrazol-4-yl)boronic acid COC1=NN(C=C1B(O)O)C